C(C1CO1)OCCC[SiH2]OC gamma-glycidoxypropyl(methoxy)silane